C1(CCC(N1OC(=O)C1=CC=C2C=CC3=CC=CC4=CC=C1C2=C34)=O)=O pyrene-1-carboxylic acid succinimidyl ester